5-chloro-6-fluoro-1H-quinazoline-2,4-dione ClC1=C2C(NC(NC2=CC=C1F)=O)=O